FC1=C(C=CC(=C1)F)C(C)N1C[C@@H](N(C[C@H]1CC)C=1C=2C(N(C(C1)=O)C)=CN(N2)CC#N)CC 2-(7-((2S,5R)-4-(1-(2,4-difluorophenyl)ethyl)-2,5-diethylpiperazin-1-yl)-4-methyl-5-oxo-4,5-dihydro-2H-pyrazolo[4,3-b]pyridin-2-yl)acetonitrile